C(#N)N1[C@H]2[C@@H](C[C@@H]1CC2)NC(C2=CC=C(C=C2)C=2C=NC=CC2)=O N-((1R,2R,4S)-7-cyano-7-azabicyclo[2.2.1]heptan-2-yl)-4-(3-pyridinyl)benzamide